2-Amino-6-chloro-4-(pentafluoro-lambda6-sulfanyl)phenol NC1=C(C(=CC(=C1)S(F)(F)(F)(F)F)Cl)O